FC1=C(C=C(C=C1)F)C=1C(=C2N(N1)CCC2)C=2C=CC=1N(C2)C=CN1 6-(2-(2,5-Difluorophenyl)-5,6-dihydro-4H-pyrrolo[1,2-b]pyrazol-3-yl)imidazo[1,2-a]pyridine